3-(3-fluoro-1-cyclohexylmethyl-2-oxoindol-3-yl)-1-methylquinoline FC1(C(N(C2=CC=CC=C12)CC1CCCCC1)=O)C=1CN(C2=CC=CC=C2C1)C